FC1=C2CN(C(C2=CC(=C1)I)=O)C(C(=O)NC=1SC=CN1)C1=C(C=CC(=C1)F)OC 2-(4-Fluoro-6-iodo-1-oxo-isoindolin-2-yl)-2-(5-fluoro-2-methoxy-phenyl)-N-thiazol-2-yl-acetamide